[Si](C1=CC=CC=C1)(C1=CC=CC=C1)(C(C)(C)C)OCCN1C(N2[C@H](C1=O)C[C@H](C2)O)=O (6R,7aS)-2-(2-(tert-butyldiphenylsilyloxy)ethyl)-6-hydroxytetrahydro-1H-pyrrolo[1,2-c]imidazole-1,3(2H)-dione